ClC=1C=C(C(=NC1)OC=1N=CC=2N(C1)C=C(N2)C(=O)O)OCC(F)(F)F 6-((5-chloro-3-(2,2,2-trifluoroethoxy)pyridin-2-yl)oxy)imidazo[1,2-a]pyrazine-2-carboxylic acid